C(CCCCCCCCCCC)OS(=O)(=O)C=1C(=CC=CC1)S(=O)(=O)[O-].[Cs+].C=1(C(=CC=CC1)S(=O)(=O)[O-])S(=O)(=O)OCCCCCCCCCCCC.[Rb+] rubidium dodecyl benzenedisulfonate cesium dodecyl-benzenedisulfonate